4-(3-acetyl-4-bromo-2-methyl-5-((2-methylthiazol-4-yl)methyl)-1H-pyrrol-1-yl)benzonitrile C(C)(=O)C1=C(N(C(=C1Br)CC=1N=C(SC1)C)C1=CC=C(C#N)C=C1)C